1,3-bis-(2,6-diisopropyl-phenyl)imidazolium chloride [Cl-].C(C)(C)C1=C(C(=CC=C1)C(C)C)N1C=[N+](C=C1)C1=C(C=CC=C1C(C)C)C(C)C